O1C(CCCC1)O[C@@H](C)C=1N(C=CN1)CC=1N=C(OC1)C1=CC=C(C=C1)C#CC1=CC=C(CN2CCOCC2)C=C1 4-(4-((4-(4-((2-((1S)-1-((tetrahydro-2H-pyran-2-yl)oxy)ethyl)-1H-imidazole-1-yl)methyl)oxazol-2-yl)phenyl)ethynyl)benzyl)morpholine